diethyl-biphenyl-4,4-dicarboxylic acid C(C)C1C(=C(C=CC1(C(=O)O)C(=O)O)C1=CC=CC=C1)CC